ClC1=C(C=CC=C1NC(C1=NC=C(C=C1)C=O)=O)C1=C(C(=CC=C1)NC(=O)C=1SC=2CN(CCC2N1)C(=O)OC(C)(C)C)F tert-butyl 2-((2'-chloro-2-fluoro-3'-(5-formylpicolinamido)-[1,1'-biphenyl]-3-yl) carbamoyl)-6,7-dihydrothiazolo[5,4-c]pyridine-5(4H)-carboxylate